2-(5-methyl-3-{[(3R)-1-methylpiperidin-3-yl]amino}-1,2,4-triazin-6-yl)-5-(prop-1-en-2-yl)phenol CC=1N=C(N=NC1C1=C(C=C(C=C1)C(=C)C)O)N[C@H]1CN(CCC1)C